1-[6-(azetidin-1-yl)pyridin-3-yl]-7-[(2R)-2-{[(3-chloropyridin-2-yl)oxy]methyl}pyrrolidin-1-yl]-6-cyano-4-oxo-1,4-dihydroquinoline-3-carboxylic acid N1(CCC1)C1=CC=C(C=N1)N1C=C(C(C2=CC(=C(C=C12)N1[C@H](CCC1)COC1=NC=CC=C1Cl)C#N)=O)C(=O)O